2-[5-(trifluoromethyl)-3-thienyl]ethanol bis(7-oxabicyclo[4.1.0]-3-heptylmethyl)adipate C12CC(CCC2O1)CC(C(=O)O)(CCCC(=O)O)CC1CC2OC2CC1.FC(C1=CC(=CS1)CCO)(F)F